[Si](C)(C)(C(C)(C)C)OCC(C)O 1-[(tert-butyldimethylsilyl)oxy]propan-2-ol